1-((4-(T-Butoxycarbonyl)phenyl)carbamoyl)-5-(2-(dimethylamino)-N-methylacetamido)-3,4-dihydroisoquinoline-2(1H)-carboxylic acid ethyl ester C(C)OC(=O)N1C(C2=CC=CC(=C2CC1)N(C(CN(C)C)=O)C)C(NC1=CC=C(C=C1)C(=O)OC(C)(C)C)=O